CN(C)CC=1NC2=CC=C(C=C2C1C1NC(C2=CC=C(C=C12)O)=O)F 3-{2-[(dimethylamino)methyl]-5-fluoro-1H-indol-3-yl}-5-hydroxy-2,3-dihydro-1H-isoindol-1-one